2-(2,8-dimethylimidazo[1,2-b]pyridazin-6-yl)-7-hydroxy-pyrido[1,2-a]pyrimidin-4-one CC=1N=C2N(N=C(C=C2C)C=2N=C3N(C(C2)=O)C=C(C=C3)O)C1